BrC1=CC=C2C=3C=CC(=CC3NC2=C1)C(=O)N[C@H](C(=O)NC1(CC1)C#N)CC(C)C (S)-7-bromo-N-(1-((1-cyanocyclopropyl)amino)-4-methyl-1-oxopentan-2-yl)-9H-carbazole-2-carboxamide